[Na+].BrC1=C2C=CN=C(C2=C2C(=C1)C=C(C=C2)C(=O)[O-])Cl 5-bromo-1-chlorobenzo[h]isoquinoline-8-carboxylic acid sodium salt